C(C)(C)(C)OC(=O)N1C[C@@H](CCCC1)N(C)C(=O)OCC1=CC=CC=C1.ClC1=CC=C(CN(CC=2SC(=CC2)[N+](=O)[O-])CN2CCCC2)C=C1 ((4-chlorobenzyl)((5-nitrothiophene-2-yl)methyl)amino)methyl-pyrrolidine tert-butyl-(R)-3-(((benzyloxy)carbonyl)(methyl)amino)azepane-1-carboxylate